BrC1=CC=C(O[C@H](C(=O)NOC2CNCC2)C)C=C1 (2S)-2-(4-bromophenoxy)-N-pyrrolidin-3-yloxy-propanamide